((S)-4-(benzyloxy)-2-((tert-butoxycarbonyl)amino)-4-oxobutanoyl)-L-proline C(C1=CC=CC=C1)OC(C[C@@H](C(=O)N1[C@@H](CCC1)C(=O)O)NC(=O)OC(C)(C)C)=O